ClC1=CC=C(CCN[C@H](C(=O)C2=CNC3=CC(=CC=C23)C=2C=NN(C2)CC(=O)NC)C2=CC=CC=C2)C=C1 |r| (S)- and (R)-2-(4-(3-(2-((4-chlorophenethyl)amino)-2-phenylacetyl)-1H-indol-6-yl)-1H-pyrazol-1-yl)-N-methylacetamide